[Pd].C(C)(C)C1=C(C(=CC=C1)C(C)C)N1C(N(C=C1)C1=C(C=CC=C1C(C)C)C(C)C)=C1C(C2=CC=CC=C2C(C1)=O)=O 1,3-bis(2,6-di-i-propylphenyl)imidazole-2-ylidene(1,4-naphthoquinone) palladium